tert-butyl (2-((R,E)-5-((tert-butoxycarbonyl)amino)hex-1-en-1-yl)pyridin-4-yl)(1-(tert-butyl)-3-((1S,3R)-3-hydroxycyclopentyl)-1H-pyrazol-5-yl)carbamate C(C)(C)(C)OC(=O)N[C@@H](CC/C=C/C1=NC=CC(=C1)N(C(OC(C)(C)C)=O)C1=CC(=NN1C(C)(C)C)[C@@H]1C[C@@H](CC1)O)C